FC(C1=CC=C(C=C1)NC=1C(=NC=CN1)N1CCN(CC1)C(C#CC)=O)(F)F 1-(4-(3-((4-(trifluoromethyl)phenyl)amino)pyrazin-2-yl)piperazin-1-yl)but-2-yn-1-one